CC1(CC1)C1=NN=C(O1)C(=O)N1[C@H](C2=C(CC1)NC=N2)C2=NN1C(C(=CC=C1)C(F)(F)F)=C2 (R)-(5-(1-methylcyclopropyl)-1,3,4-oxadiazol-2-yl)(4-(4-(trifluoromethyl)pyrazolo[1,5-a]pyridin-2-yl)-6,7-dihydro-1H-imidazo[4,5-c]pyridin-5(4H)-yl)methanone